FC=1N=C2C(=CC=NC2=CC1)C1=C(C=2C(NCCC2N1)=O)NC1=C(C(=CC=C1)F)OC 2-(6-fluoro-1,5-naphthyridin-4-yl)-3-[(3-fluoro-2-methoxyphenyl)amino]-1H,5H,6H,7H-pyrrolo[3,2-c]pyridin-4-one